FC(C=1C=CC2=C(OCC=3N2C=NC3[C@H](C)N)C1)(F)F (S)-1-(7-trifluoromethyl-4H-benzo[b]imidazo[1,5-d][1,4]oxazin-3-yl)ethylamine